5-isopropyl-6-(1-isopropyl-1H-pyrazol-3-yl)-2-(1-methyl-1H-imidazol-2-yl)pyrrolo[2,1-f][1,2,4]triazine C(C)(C)C=1C(=CN2N=C(N=CC21)C=2N(C=CN2)C)C2=NN(C=C2)C(C)C